4-((3-(4-aminoimidazo[2,1-f][1,2,4]triazin-7-yl)-4-methylphenyl)sulfonyl)-3-methylthiomorpholine 1,1-dioxide NC1=NC=NN2C1=NC=C2C=2C=C(C=CC2C)S(=O)(=O)N2C(CS(CC2)(=O)=O)C